COCCOCCOC(=O)N[C@@H](CC(C)C)C(=O)O N-((5-Methoxy-3-oxapentyloxy)carbonyl)-L-leucine